2-trifluoromethyl-9-phosphafluorene lithium salt [Li].FC(C1=CC=2PC3=CC=CC=C3C2C=C1)(F)F